NC=1C=C(C(=NC1)N1CCN(CC1)C)CCCCO 4-(5-amino-2-(4-methylpiperazin-1-yl)-pyridin-3-yl)butan-1-ol